C12CN(CC(O1)C2)C2=NN(C1=C2C=NC(=C1)C(C(=O)N)C)C1=NC(=NC(=C1)CC)C(C)(F)F (3-(6-oxa-3-azabicyclo[3.1.1]hept-3-yl)-1-(2-(1,1-difluoroethyl)-6-ethylpyrimidin-4-yl)-1H-pyrazolo[4,3-c]pyridin-6-yl)propanamide